Cl.NC=1C2=C(N=C(N1)Cl)N(C=C2)[C@H]2[C@@H]([C@@H]([C@H](C2)C2=CC(=CC(=C2)OC)OC)O)O (1R,2S,3R,5R)-3-{4-amino-2-chloropyrrolo[2,3-d]pyrimidin-7-yl}-5-(3,5-dimethoxyphenyl)cyclopentane-1,2-diol HCl salt